(S)-2-chloro-3-iodo-2-methylpropionitrile Cl[C@@](C#N)(CI)C